N-[3-[2-(difluoromethoxy)-5-methanesulfonylphenyl]-1H-pyrazol-4-yl]pyrazolo[1,5-a]pyrimidine-3-carboxamide FC(OC1=C(C=C(C=C1)S(=O)(=O)C)C1=NNC=C1NC(=O)C=1C=NN2C1N=CC=C2)F